4-(3-fluorophenyl)-1,2,3-thiadiazole FC=1C=C(C=CC1)C=1N=NSC1